methyl o-sulfonylbenzoate S(=O)(=O)=C1C(C(=O)OC)C=CC=C1